3-hydroxy-3-phenyl-2,3-dihydro-1H-isoindol-1-one OC1(NC(C2=CC=CC=C12)=O)C1=CC=CC=C1